trans-tert-butyl 3-ethoxy-6-azabicyclo[3.1.1]heptane-6-carboxylate C(C)OC1CC2N(C(C1)C2)C(=O)OC(C)(C)C